N1(CCC1)CC1=C(CN(C(OC)=O)CC(NC=2C=C3CC4(C(NC5=NC=CC=C54)=O)CC3=CC2)=O)C=CC=C1 Methyl 2-(azetidin-1-ylmethyl)benzyl(2-oxo-2-((2'-oxo-1,1',2',3-tetrahydrospiro[indene-2,3'-pyrrolo[2,3-b]pyridin]-5-yl)amino)ethyl)carbamate